Hexanoic acid 7-[4-(4-benzo[b]thiophen-4-ylpiperazin-1-yl)butoxy]-4,4-dimethyl-2-oxo-3,4-dihydro-2H-quinolin-1-ylmethyl ester S1C2=C(C=C1)C(=CC=C2)N2CCN(CC2)CCCCOC2=CC=C1C(CC(N(C1=C2)COC(CCCCC)=O)=O)(C)C